CC(C(C(=O)O)C1=CC(=NO1)OCCCCC=O)C 3-methyl-2-[3-(5-oxopentoxy)isoxazol-5-yl]butanoic acid